BrC1=C(C(=O)N([C@H]2CN(CCC2)C(=O)OC(C)(C)C)C2=NC=CC3=CC=CC(=C23)C)C=CC(=C1)C#N tert-butyl (3R)-3-[(2-bromo-4-cyano-benzoyl)-(8-methyl-1-isoquinolyl)amino]piperidine-1-carboxylate